C(=O)O.NC1CCN(CC1)C(CNC(C1=C(C=C(C=C1)NC=1C=2N(C=CN1)C(=CN2)C=2C(=NN(C2)CC#N)C(F)(F)F)C)=O)=O N-[2-(4-amino-1-piperidyl)-2-oxo-ethyl]-4-[[3-[1-(cyanomethyl)-3-(trifluoromethyl)pyrazol-4-yl]imidazo[1,2-a]pyrazin-8-yl]amino]-2-methyl-benzamide formate